P(=O)(O)(O)COCCON1C=2N=C(NC(C2N=C1)=O)N 9-(2-phosphonomethoxyethoxy)guanine